C(C1=CC=CC=C1)[C@@H]1[C@@H]2[C@@H]3CN[C@]1(C[C@@H]3CN2CC(C)C)C(=O)NCC2=CC=C(C=C2)OC(C)(C)C |o1:7,8,9,12,14| (3S*,3aS*,6S*,7R*,7aS*)-7-benzyl-1-isobutyl-N-(4-(tert-butoxy)benzyl)octahydro-6H-3,6-methanopyrrolo[3,2-c]pyridine-6-carboxamide